tert-butyl 4-oxo-3,4,5,6-tetrahydropyrido[3,4-d]pyrimidine-7(8H)-carboxylate O=C1C2=C(N=CN1)CN(CC2)C(=O)OC(C)(C)C